2-(3-((2S,6R)-2,6-dimethylmorpholine-4-carbonyl)-5,6-dihydro-cyclopenta[c]pyrazol-1(4H)-yl)-1-(4-(o-tolyl)piperazin-1-yl)ethanone C[C@H]1CN(C[C@H](O1)C)C(=O)C=1C2=C(N(N1)CC(=O)N1CCN(CC1)C1=C(C=CC=C1)C)CCC2